CC=1C=CC(=NC1)N 5-methyl-2-pyridinamine